C(C)NNC(C1=CC=C(C=C1)CNC=1C=CC=C2C=CC=NC12)=O N'-Ethyl-4-((quinolin-8-ylamino)methyl)benzoyl-hydrazine